tert-butyl 3-(hydroxymethyl)-2-azabicyclo[3.1.1]heptane-2-carboxylate OCC1N(C2CC(C1)C2)C(=O)OC(C)(C)C